C1=C(C(=CC=2C(=CC=CC12)C(=O)O)C(=O)O)C(=O)O 2,3,5-naphthalenetricarboxylic acid